5-(difluoromethyl)-2-(tributylstannyl)thiazole FC(C1=CN=C(S1)[Sn](CCCC)(CCCC)CCCC)F